dodecanedioyldiamide C(CCCCCCCCCCC(=O)[NH-])(=O)[NH-]